C(C)(C)(C)C=1N=C(N(C1C1=C(C(=C(C=C1)OC)F)F)C)C(=O)NC1=CC(=C(C=C1)C(=O)N1CCN(CC1)C(=O)C1CCNCC1)Cl tert-butyl-N-(3-chloro-4-(4-(piperidine-4-carbonyl)piperazine-1-carbonyl)phenyl)-5-(2,3-difluoro-4-methoxyphenyl)-1-methyl-1H-imidazole-2-carboxamide